Cl.[C@H]12NC[C@H]([C@H](C1)OCC=1C(=NOC1C1CC1)C1=C(C=CC=C1Cl)Cl)C2 4-((((1R,4R,5S)-2-azabicyclo[2.2.1]heptan-5-yl)oxy)methyl)-5-cyclopropyl-3-(2,6-dichlorophenyl)isoxazol HCl salt